[Br-].C(CCCCCCCCC)N1C=NC=C1 1-decyl-imidazole bromide